[P].[P].OCC(CO)(CO)CO pentaerythritol diphosphorus